N1(CCCC1)CCC1=CC=C(C=C)C=C1 4-[2-(1-pyrrolidinyl)ethyl]Styrene